N-[(2S)-2-(hydroxymethyl)-2,7-dimethyl-6-morpholino-3H-benzofuran-5-yl]pyrazolo[1,5-a]pyrimidine-3-carboxamide OC[C@]1(OC2=C(C1)C=C(C(=C2C)N2CCOCC2)NC(=O)C=2C=NN1C2N=CC=C1)C